[NH4+].[NH4+].[Ca+2].ClC=1C=NC(=NC1)C1=CC=C(C=C1)C=1C2=CC=CC=C2C=2C=CC=CC2C1 5-chloro-2-{4-(phenanthrene-9-yl)phenyl}pyrimidine Calcium diammonium salt